5-[5,7-difluoro-2-(4-methylpyridin-2-yl)-1H-indol-3-yl]-1,3,4-oxadiazol-2-ol FC=1C=C2C(=C(NC2=C(C1)F)C1=NC=CC(=C1)C)C1=NN=C(O1)O